2-(2-((5-(1-aminoisoquinolin-5-yl)-1-(tetrahydrofuran-3-yl)-1H-indazol-3-yl)methoxy)phenyl)acetic acid NC1=NC=CC2=C(C=CC=C12)C=1C=C2C(=NN(C2=CC1)C1COCC1)COC1=C(C=CC=C1)CC(=O)O